BrC(C(=O)C1=CC=CC=C1)Br alpha-bromo-2-bromoacetophenone